2-(tert-butyl)-N-(2-fluoro-4-(6-morpholinopyrazolo[1,5-a]pyrazin-4-yl)benzyl)oxazole-4-carboxamide C(C)(C)(C)C=1OC=C(N1)C(=O)NCC1=C(C=C(C=C1)C=1C=2N(C=C(N1)N1CCOCC1)N=CC2)F